C(C)(=O)OC(CC=CC=C)CCC 6-nonadienyl acetate